2,2-dimethylpropionate CC(C(=O)[O-])(C)C